2,6-dichloro-3-cyano-4-methylpyridine ClC1=NC(=CC(=C1C#N)C)Cl